FC1=C(C=CC(=C1)C1=NN(C=N1)C1=CC=C(C=C1)OC(F)(F)F)NC(=O)\N=C\1/SCC(N1C1=C2CCOCC2=CC=C1)=O (Z)-1-(2-Fluoro-4-(1-(4-(trifluoromethoxy)phenyl)-1H-1,2,4-triazol-3-yl)phenyl)-3-(3-(isochroman-5-yl)-4-oxothiazolidin-2-ylidene)urea